2-amino-1-(3-((3,5-difluoropyridin-2-yl)amino)-8,8-dimethyl-2-(3,4,5-trifluorophenyl)-5,6-dihydroimidazo[1,2-a]pyrazin-7(8H)-yl)ethan-1-one NCC(=O)N1C(C=2N(CC1)C(=C(N2)C2=CC(=C(C(=C2)F)F)F)NC2=NC=C(C=C2F)F)(C)C